N1CNC2=NC=NC2=C1 dihydro-1H-purine